BrCCOC=1C=C(C(=NC1)Cl)C#N 5-(2-bromoethoxy)-2-chloropyridine-3-carbonitrile